FC(C1=C(CC2(CCC2)C#N)C=CC=C1)F 1-(2-(difluoromethyl)benzyl)cyclobutane-1-carbonitrile